5-chloro-N-[(3S)-3-ethyl-5-oxo-2,3,4,5-tetrahydropyrido[3,2-f][1,4]oxazepin-7-yl]-2-methoxybenzenesulfonamide ClC=1C=CC(=C(C1)S(=O)(=O)NC1=CC=2C(N[C@H](COC2N=C1)CC)=O)OC